(2-methoxyethoxy)-8-(trifluoromethyl)-1,4-dioxaspiro[4.5]decane COCCOC1OC2(OC1)CCC(CC2)C(F)(F)F